C[C@H]1CN(CC1)C(=O)C1=CC(=CC=C1)C1=NC2=CC(=NC=C2S1)NC1=NC(=NC(=C1)C)N1[C@@H]2CN([C@H](C1)C2)CC [(R)-3-methyl-1-pyrrolidinyl]{m-[6-(2-{(1S,4S)-5-ethyl-2,5-diazabicyclo[2.2.1]hept-2-yl}-6-methyl-4-pyrimidinylamino)-3-thia-1,5-diaza-2-indenyl]phenyl}methanone